2-(6-oxa-1-aza-spiro[3.3]hept-1-yl)-benzoxazole-5-carboxylic acid (2,3-dihydro-benzofuran-5-yl)-amide O1CCC2=C1C=CC(=C2)NC(=O)C=2C=CC1=C(N=C(O1)N1CCC13COC3)C2